S1C(=CC=C1)C1=CC(=CC2=CC=CC=C12)O 4-(2-thienyl)-2-naphthol